(S)-5-(4-(2-methoxyethoxy)-6-(3-methoxytetrahydrofuran-3-yl)pyridin-2-yl)-7-methylpyrrolo[1,2-c]pyrimidin-3-amine COCCOC1=CC(=NC(=C1)[C@@]1(COCC1)OC)C=1C=C(N2C=NC(=CC21)N)C